1-[2-cyano-4-(1,1-difluoroethyl)phenyl]-4-{2'-ethoxy-[2,3'-bipyridinyl]-5-yl}-N-[(3S)-1-methylpyrrolidin-3-yl]piperidine-4-carboxamide C(#N)C1=C(C=CC(=C1)C(C)(F)F)N1CCC(CC1)(C(=O)N[C@@H]1CN(CC1)C)C=1C=CC(=NC1)C=1C(=NC=CC1)OCC